FC1=CC=C(C=C1)C=1N=CN(C1C1=CC2=C(N=CS2)C=C1)C 6-(4-(4-Fluorophenyl)-1-methyl-1H-imidazol-5-yl)benzo[d]thiazole